2-methyl-5-hexyl-3-furancarboxylic acid CC=1OC(=CC1C(=O)O)CCCCCC